C(C)(=O)OCC=1C(=NC=CC1C1=CN(C(C(=C1)NC1=NC=CC=C1)=O)C)N1C(C=2N(CC1)C1=C(C2)CC(C1)(C)C)=O (2'-(7,7-dimethyl-1-oxo-3,4,7,8-tetrahydro-1H-cyclopenta[4,5]pyrrolo[1,2-a]pyrazin-2(6H)-yl)-1-methyl-6-oxo-5-(pyridin-2-ylamino)-1,6-dihydro-[3,4'-bipyridin]-3'-yl)methyl acetate